FC(C=1N=C(C(=NC1)C(=O)O)C)F 5-(Difluoromethyl)-3-methylpyrazine-2-carboxylic acid